N-(2,3,4,9-tetrahydro-1H-carbazol-1-yl)-2-(trifluoromethyl)-1H-benzo[d]imidazole-5-carboxamide C1(CCCC=2C3=CC=CC=C3NC12)NC(=O)C1=CC2=C(NC(=N2)C(F)(F)F)C=C1